C(C)(=O)N[C@@H](C(=O)N(CC=1SC=CC1)CC=1SC=CC1)CCCC (2R)-2-acetylamino-N,N-bis(2-thienylmethyl)hexanamide